2,2,2-Trifluoroethyl 3-(5-methoxy-3-phenyl-1H-indazol-1-yl)-2,2-dimethylpropanoate COC=1C=C2C(=NN(C2=CC1)CC(C(=O)OCC(F)(F)F)(C)C)C1=CC=CC=C1